1-(2-(2,2,7-trifluoro-3-oxo-6-(perfluorophenyl)-2,3-dihydro-4H-benzo[b][1,4]oxazin-4-yl)acetyl)azetidine-3-carboxylic acid FC1(C(N(C2=C(O1)C=C(C(=C2)C2=C(C(=C(C(=C2F)F)F)F)F)F)CC(=O)N2CC(C2)C(=O)O)=O)F